8-Bromo-7-fluoro-2,3-dihydrobenzo[b][1,4]dioxin-5-carboxylic acid methyl ester COC(=O)C1=CC(=C(C=2OCCOC21)Br)F